(6R,7R)-7-[2-furyl-(methoxyimino)acetamido]-3-carbamoyloxymethyl-8-oxo-5-thia-1-azabicyclo[4.2.0]oct-2-ene-2-carboxylic acid sodium salt [Na+].O1C(=CC=C1)C(C(=O)N[C@H]1[C@H]2SCC(=C(N2C1=O)C(=O)[O-])COC(N)=O)=NOC